C(C)N1C(N(C([C@@]12CCN(CCC2)CC2CCOCC2)=O)C=2C=CC(=C(C#N)C2)C)=O (R)-5-(1-ethyl-2,4-dioxo-8-((tetrahydro-2H-pyran-4-yl)methyl)-1,3,8-triazaspiro[4.6]undec-3-yl)-2-methylbenzonitrile